tert-Butyl 7-(4-((5-chloro-6-phenoxypyridin-3-yl)amino)pyrido[3,2-d]pyrimidin-6-yl)-4,7-diazaspiro[2.5]octane-4-carboxylate ClC=1C=C(C=NC1OC1=CC=CC=C1)NC=1C2=C(N=CN1)C=CC(=N2)N2CCN(C1(CC1)C2)C(=O)OC(C)(C)C